N,N-diallyl-benzenesulfonamide C(C=C)N(S(=O)(=O)C1=CC=CC=C1)CC=C